BrC1=C2C=NN(C2=CC=C1F)C 4-bromo-5-fluoro-1-methyl-1H-indazole